styrylalcohol C(=CC1=CC=CC=C1)O